1-(3,3-difluoropropyl)-5-methyl-pyrazole FC(CCN1N=CC=C1C)F